O=C1N(C(C2=CC=CC=C12)=O)CC#CC=1C=C(C=CC1C(=O)OC)NCC1CCN(CC1)C(=O)OC(C)(C)C tert-butyl 4-(((3-(3-(1,3-dioxoisoindolin-2-yl)prop-1-yn-1-yl)-4-(methoxycarbonyl)phenyl)amino)methyl)piperidine-1-carboxylate